CC=1C(=CC(=NC1)C(F)(F)F)B1OC(C(O1)(C)C)(C)C 5-methyl-4-(4,4,5,5-tetramethyl-1,3,2-dioxaborolan-2-yl)-2-(trifluoromethyl)pyridine